FC=1C=NN2C1C(=NC(=C2)C=2C=NN(C2)C)O[C@H]2C[C@H](CCC2)N(C(C#CC)=O)C N-((1S,3R)-3-((3-fluoro-6-(1-methyl-1H-pyrazol-4-yl)pyrazolo[1,5-a]pyrazin-4-yl)oxy)cyclohexyl)-N-methylbut-2-ynamide